(S)-N-(1-(2-((2,3-dihydro-1H-inden-2-yl)amino)pyrimidin-5-yl)-6-oxo-1,6-dihydropyridin-3-yl)-4,5,6,7-tetrahydro-1H-benzo[d][1,2,3]triazole-5-carboxamide C1C(CC2=CC=CC=C12)NC1=NC=C(C=N1)N1C=C(C=CC1=O)NC(=O)[C@@H]1CC2=C(NN=N2)CC1